bisphenol a melamine salt N1=C(N)N=C(N)N=C1N.OC1=CC=C(C=C1)C(C)(C)C1=CC=C(C=C1)O